2',5-Dichloro-3-phenyl-salicylanilide ClC1=C(NC(C=2C(O)=C(C=C(C2)Cl)C2=CC=CC=C2)=O)C=CC=C1